OC1=C(C=CC(C1)([N+](=O)[O-])N)O 2-hydroxy-4-amino-4-nitrophenol